OCCOC1=C(C(=NC=C1)NC1=CC=C(C=C1)C(F)(F)F)C1=NOC(N1)=O 3-[4-(2-hydroxyethoxy)-2-[4-(trifluoromethyl)anilino]-3-pyridinyl]-4H-1,2,4-oxadiazol-5-one